N-((R)-1-(((R)-1-(4-chlorothiazol-2-yl)-1-oxo-3-((S)-2-oxopyrrolidin-3-yl)propan-2-yl)amino)-4-methyl-1-oxopentan-2-yl)-4-methoxy-1H-indole-2-carboxamide ClC=1N=C(SC1)C([C@@H](C[C@H]1C(NCC1)=O)NC([C@@H](CC(C)C)NC(=O)C=1NC2=CC=CC(=C2C1)OC)=O)=O